N-[[6-(4-sulfamoylbenzoyl)-6-azaspiro[2.5]octan-2-yl]methyl]furo[2,3-c]pyridine-2-carboxamide S(N)(=O)(=O)C1=CC=C(C(=O)N2CCC3(C(C3)CNC(=O)C3=CC=4C(=CN=CC4)O3)CC2)C=C1